C(C)(C)(C)C=1C(=C(C=CC1)C(C)(C)C)C(C)(C)C tri-tertiary butyl-benzene